5-((R)-1-(3,5-Dichloropyridin-4-yl)ethoxy)-N-(1-((1-Methylpiperidin-2-yl)methyl)-1H-Pyrazol-4-yl)-1H-Indazol-3-Carboxamid ClC=1C=NC=C(C1[C@@H](C)OC=1C=C2C(=NNC2=CC1)C(=O)NC=1C=NN(C1)CC1N(CCCC1)C)Cl